tert-butyl((3S)-1-(3-methyl-5-(4-(1-((tetrahydro-2H-pyran-3-yl)methyl)piperidin-4-yl)phenyl)thiophene-2-carbonyl)pyrrolidin-3-yl)carbamate C(C)(C)(C)OC(N[C@@H]1CN(CC1)C(=O)C=1SC(=CC1C)C1=CC=C(C=C1)C1CCN(CC1)CC1COCCC1)=O